N1=CC=C(C=C1)N1C(COCC1)=O 4-(4-pyridinyl)-3-morpholinone